2,2,2-Trifluoroethyl 3-(1H-pyrazol-5-yl)-2-((((CIS)-4-(2,3,6-trifluorophenyl)cyclohexyl)oxy)methyl)piperidine-1-carboxylate N1N=CC=C1C1C(N(CCC1)C(=O)OCC(F)(F)F)CO[C@@H]1CC[C@@H](CC1)C1=C(C(=CC=C1F)F)F